C[C@@H](CCO)CCCC(C)C |r| (+-)-3,7-DIMETHYL-1-OCTANOL